ClC1=C(C=CC=C1F)C(C)(C)NC(C[C@@H]1N(CCC1)C)=O (R)-N-(2-(2-chloro-3-fluorophenyl)propan-2-yl)-2-(1-methylpyrrolidin-2-yl)acetamide